ClC1=CC=C(O[C@@H](CON)C)C=C1 (R)-2-(4-chloro-phenoxy)-propoxyamine